(9R,13S)-3-(2H3)methyl-9-methyl-8-oxo(10,11-2H2)3,4,7,15-tetraazatricyclo[12.3.1.02,6]octadeca-1(18),2(6),4,14,16-pentaen C(N1C=2C=3C=CN=C(CCC(C([C@H](C(NC2C=N1)=O)C)[2H])[2H])C3)([2H])([2H])[2H]